6-[8-(1,3-benzothiazol-2-ylcarbamoyl)-3,4-dihydroisoquinolin-2(1H)-yl]-3-(1-{[1-(3-methoxypropyl)cyclohexyl]methyl}-5-methyl-1H-pyrazol-4-yl)pyridine-2-carboxylic acid S1C(=NC2=C1C=CC=C2)NC(=O)C=2C=CC=C1CCN(CC21)C2=CC=C(C(=N2)C(=O)O)C=2C=NN(C2C)CC2(CCCCC2)CCCOC